rac-(1S*,2S*)-2-(4-chloropyridin-2-yl)-N-(6-(((6-cyclopropyl-8-(4-methyl-2-oxopiperazin-1-yl)imidazo[1,2-a]pyridin-2-yl)methyl)amino)pyrimidin-4-yl)cyclopropane-1-carboxamide ClC1=CC(=NC=C1)[C@@H]1[C@H](C1)C(=O)NC1=NC=NC(=C1)NCC=1N=C2N(C=C(C=C2N2C(CN(CC2)C)=O)C2CC2)C1 |r|